C1(CC1)CC1=C(C=NN1C)C1=NC(=NC=C1Cl)NC1CCC(CC1)NCCCC#C (1r,4r)-N1-(4-(5-(cyclopropylmethyl)-1-methyl-1H-pyrazol-4-yl)-5-chloropyrimidin-2-yl)-N4-(pent-4-yn-1-yl)cyclohexane-1,4-diamine